C(C)(C)(C)C1=CC(=NO1)NC(=O)C=1C=2C[C@@H]3[C@H](C2N(N1)C1=C(C=C(C=C1)F)F)C3 (1aR,5aR)-2-(2,4-Difluoro-phenyl)-1a,2,5,5a-tetrahydro-1H-2,3-diaza-cyclopropa[a]pentalene-4-carboxylic acid (5-tert-butyl-isoxazol-3-yl)-amide